OC1CCN(CC1)C1=CC2=C(N(C(N2C)=O)C2C(NC(CC2)=O)=O)C=C1 3-[5-(4-hydroxy-1-piperidyl)-3-methyl-2-oxo-benzimidazol-1-yl]piperidine-2,6-dione